2-aminobenzene-1,4-disulfonic acid NC1=C(C=CC(=C1)S(=O)(=O)O)S(=O)(=O)O